methyl (R)-2-(4-fluoro-phenyl)-2-hydroxy-propionate FC1=CC=C(C=C1)[C@@](C(=O)OC)(C)O